[Cu].[Ag].[Zn].[Sn] tin-zinc-silver-copper